2-bromo-1-[3-cis-(trifluoromethoxy)cyclobutyl]Ethanone ethyl-5-(4-fluorophenyl)isoxazole-3-carboxylate C(C)OC(=O)C1=NOC(=C1)C1=CC=C(C=C1)F.BrCC(=O)C1(CCC1)OC(F)(F)F